6-(benzyloxy)-3-bromo-N-[4-(trifluoromethyl)phenyl]pyrazin-2-amine C(C1=CC=CC=C1)OC1=CN=C(C(=N1)NC1=CC=C(C=C1)C(F)(F)F)Br